C(C)N1CCN(CC1)CC=1C=CC(=NC1)NC1=NC=C(C(=N1)C1=CC2=C(N=C3N2C(CCC3)C)C(=C1)F)F N-(5-((4-ethylpiperazin-1-yl)methyl)pyridin-2-yl)-5-fluoro-4-(6-fluoro-1-methyl-1,2,3,4-tetrahydrobenzo[4,5]imidazo[1,2-a]pyridin-8-yl)pyrimidin-2-amine